Cl.ClC1=C(C(=O)NC2=C3C=NN(C3=CC=C2)C=2C=NC=C(C2)OC)C=C(C=C1)CNC(C(C)(C)C)=O 2-Chloro-5-{[(2,2-dimethylpropanoyl)amino]methyl}-N-[1-(5-methoxypyridin-3-yl)-1H-indazol-4-yl]benzamide hydrochloride